terphenyl-1,4-dicarboxylic acid C1(CC=C(C=C1)C(=O)O)(C=1C(=CC=CC1)C1=CC=CC=C1)C(=O)O